C(CCC\C=C/CC)OC(CCC(=O)OCCCCCCN(CCCCCCCC(=O)OCCC(CCCCCC)CCCC)CCO)OCCCC\C=C/CC 3-butylnonyl 8-((6-((4,4-bis(((Z)-oct-5-en-1-yl)oxy)butanoyl)oxy)hexyl)(2-hydroxyethyl)amino)octanoate